ClC1=CC=C(CN2N=C(C3=CC=CC=C23)C(=O)NCCN2N=NC=C2C(C)C)C=C1 1-(4-chlorobenzyl)-N-(2-(5-isopropyl-1H-1,2,3-triazol-1-yl)ethyl)-1H-indazole-3-carboxamide